3-[3-Methyl-5-[3-[3-(methylamino)propoxy]propyl]-2-oxo-benzimidazol-1-yl]piperidine-2,6-dione CN1C(N(C2=C1C=C(C=C2)CCCOCCCNC)C2C(NC(CC2)=O)=O)=O